FC1=CC=C(C=C1)CCN=C=O 1-fluoro-4-(2-isocyanatoethyl)benzene